methyl (2R,3S)-3-amino-4-((3-(4-chlorobenzoyl)-4,5-dimethylthiophen-2-yl)amino)-2-ethyl-4-oxobutanoate N[C@@H]([C@H](C(=O)OC)CC)C(=O)NC=1SC(=C(C1C(C1=CC=C(C=C1)Cl)=O)C)C